[BH4-].[Na+].BrC1=C(OC(CO)C)C=C(C(=C1)I)N1N=CC=C1 2-(2-BROMO-4-IODO-5-PYRAZOL-1-YL-PHENOXY)PROPAN-1-OL Sodium borohydride